BrC=1C=C(C=NC1)C1CN(CC1)C(=O)OC(C)(C)C tert-butyl 3-(5-bromo-3-pyridyl)pyrrolidine-1-carboxylate